N-(1-(1-(2-chloro-3-(2-hydroxypropoxy)phenyl)ethyl)azetidin-3-yl)-1-cyclopropyl-1H-1,2,3-triazole-4-carboxamide ClC1=C(C=CC=C1OCC(C)O)C(C)N1CC(C1)NC(=O)C=1N=NN(C1)C1CC1